8-(difluoro(naphthalen-1-yl)methyl)-6-oxo-9-(3-(trifluoromethyl)phenyl)-3,4-dihydro-2H,6H-pyrido[1,2-e][1,2,5]thiadiazine-4-carboxylic acid 1,1-dioxide FC(C=1C(=C2N(C(CNS2(=O)=O)C(=O)O)C(C1)=O)C1=CC(=CC=C1)C(F)(F)F)(C1=CC=CC2=CC=CC=C12)F